CC=1SC(=C(N1)C)C=1C=CC(N(N1)CC1(C(CN(CC1)C=1C2=C(N=CN1)N=CC=C2)F)F)=O 6-(2,4-dimethyl-1,3-thiazol-5-yl)-2-(3,4-difluoro-1-pyrido[2,3-d]pyrimidin-4-ylpiperidin-4-yl)methylpyridazin-3-one